O[C@H]1[C@@H](N(C1)C1=NC(=CC(=N1)N1C[C@H]2C([C@H]2C1)CS(=O)O)C(F)(F)F)C ((1R,5S,6S)-3-(2-((2S,3R)-3-hydroxy-2-methylazetidin-1-yl)-6-(trifluoromethyl)pyrimidin-4-yl)-3-azabicyclo[3.1.0]hex-6-yl)methanesulfinic acid